5-methoxy-α,β,β-trideutero-N,N-dimethyltryptamine COC1=CC=C2NC=C(C(C(N(C)C)[2H])([2H])[2H])C2=C1